ClC1=CC=2N(C=C1)C=C(N2)C=CC2=C(C(=O)NCC(=O)N1C(CC(C1)(F)F)C#N)C=CN=C2 3-(2-(7-chloroimidazo[1,2-a]pyridin-2-yl)vinyl)-N-(2-(2-cyano-4,4-difluoropyrrolidin-1-yl)-2-oxoethyl)isonicotinamide